(S)-ethyl 5-(2-(hydroxymethyl)pyrrolidin-1-yl)pentanoate OC[C@H]1N(CCC1)CCCCC(=O)OCC